C(N)(OCC=C(CSC1=C(C=CC=C1)OCC1=CC=C(C=C1)N(S(=O)(=O)C(C)C)S(=O)(=O)C(C)C)F)=O (4-((2-((4-(N,N-diisopropylsulfonylamino) benzyl) oxy) phenyl) thio)-3-fluorobut-2-en-1-yl) carbamate